5-(methoxymethyl)phenyl-dimethylphosphine oxide methanesulfonate CS(=O)(=O)O.COCC=1C=CC=C(C1)P(C)(C)=O